5-(2-ethyldecahydronaphthalen-2-yloxycarbonyl)-bicyclo[2.2.1]Hept-2-ene C(C)C1(CC2CCCCC2CC1)OC(=O)C1C2C=CC(C1)C2